OCC1=CC(=C(C=C1)C=1OC(C2=C(N1)C=C1C(=C2)OCCO1)=O)S(=O)(=O)C 2-(4-(hydroxymethyl)-2-(methylsulfonyl)phenyl)-7,8-dihydro-4H-[1,4]dioxino[2',3':4,5]benzo[1,2-d][1,3]oxazin-4-one